O=C1NC(CCC1NC1=CC=C(C=C1)C1CCN(CC1)CCCCCC(=O)OC(C)(C)C)=O tert-butyl 6-[4-[4-[(2,6-dioxo-3-piperidyl)amino]phenyl]-1-piperidyl]hexanoate